ClC1=CC2=C(N=N1)N(C(=C2)C)C2CC(C2)(O)C (1s,3s)-3-(3-chloro-6-methyl-7H-pyrrolo[2,3-c]pyridazin-7-yl)-1-methylcyclobutanol